ClC=1C=NC(=C(C(=O)NC2CCC(CC2)CN2C(N(C3=C2C=C(C=C3)F)C3=CC(=NC=C3)OCCO)=O)C1)C(F)F 5-chloro-2-(difluoromethyl)-N-((1r,4r)-4-((6-fluoro-3-(2-(2-hydroxyethoxy)pyridin-4-yl)-2-oxo-2,3-dihydro-1H-benzo[d]imidazol-1-yl)methyl)cyclohexyl)nicotinamide